tert-butyl 4-[1-cyclopropyl-7-[[1-(2-hydroxyethyl)pyrazol-4-yl]amino]-2-oxo-4H-pyrimido[4,5-d]pyrimidin-3-yl]-4-deuterio-2,3-dihydroquinoline-1-carboxylate C1(CC1)N1C(N(CC=2C1=NC(=NC2)NC=2C=NN(C2)CCO)C2(CCN(C1=CC=CC=C21)C(=O)OC(C)(C)C)[2H])=O